ClC1=CC=C(C=C1)[C@H]([C@@H]1[C@H]([C@H]([C@@H](C1)N1C=CC\2=C1NC=N/C2=N/O)O)O)O (E)-7-((1R,2S,3R,4R)-4-((S)-(4-chlorophenyl)(hydroxy)methyl)-2,3-dihydroxycyclopentyl)-1,7-dihydro-4H-pyrrolo[2,3-d]pyrimidin-4-one oxime